CC1=NC2=C3N=C(C=CC3=CC=C2C=C1)C 2,9-dimethylphenanthroline